COC1=C(C=CC(=C1)OC)CNC1CCC1 N-[(2,4-dimethoxyphenyl)methyl]cyclobutylamine